1-[3-(4-Chloro-2-methyl-2H-pyrazol-3-yl)-4-methoxyphenyl]-3-(2,4-difluorophenyl)-urea ClC1=C(N(N=C1)C)C=1C=C(C=CC1OC)NC(=O)NC1=C(C=C(C=C1)F)F